3-bromo-9,9-dimethyl-9,10-dihydroacridine BrC=1C=CC=2C(C3=CC=CC=C3NC2C1)(C)C